CC1(NC2=C(OC1)N=C(C=C2)C=2C(=CC(=NC2)NC(C)=O)NC2=NC(=CC(=C2)C2CCOCC2)S(=O)(=O)C)C N-(5-(2,2-dimethyl-2,3-dihydro-1H-pyrido[2,3-b][1,4]oxazin-6-yl)-4-((6-(methylsulfonyl)-4-(tetrahydro-2H-pyran-4-yl)pyridin-2-yl)amino)pyridin-2-yl)acetamide